6-chloro-N-cyclopropyl-3-nitropyridin-2-amine ClC1=CC=C(C(=N1)NC1CC1)[N+](=O)[O-]